1-(3-amino-4-nitro-phenyl)pyrrolidin-2-one NC=1C=C(C=CC1[N+](=O)[O-])N1C(CCC1)=O